ethyl (R,Z)-4-((1S,3R,4S)-2-((3-chlorophenyl)-L-leucyl)-5,5-difluoro-2-azabicyclo[2.2.2]octane-3-carboxamido)-2-fluoro-5-((S)-2-oxopyrrolidin-3-yl)pent-2-enoate ClC=1C=C(C=CC1)N[C@@H](CC(C)C)C(=O)N1[C@@H]2CC([C@H]([C@@H]1C(=O)N[C@@H](\C=C(\C(=O)OCC)/F)C[C@H]1C(NCC1)=O)CC2)(F)F